11-((3-(bis(2-methoxyethyl)amino)-2-hydroxypropoxy)methyl)-11-ethyl-5,17-bis(2-methoxyethyl)-2,9,13,20-tetraoxa-5,17-diazahenicosane-7,15-diol COCCN(CC(COCC(COCC(CN(CCOC)CCOC)O)(COCC(CN(CCOC)CCOC)O)CC)O)CCOC